COCCOC(=O)N1CC2(CCC(C1)N2C(C2=CC=C(C=C2)OC2=CC=C(C=C2)OC(F)(F)F)=O)C(=O)O 3-((2-methoxyethoxy)carbonyl)-8-(4-(4-(trifluoromethoxy)phenoxy)benzoyl)-3,8-diazabicyclo[3.2.1]octane-1-carboxylic acid